FC1=NC(=C2N=CN(C2=N1)C1OCCCC1)NCC1=C(C=CC(=C1)OC)OC 2-fluoro-6-[(2,5-dimethoxybenzyl)amino]-9-(tetrahydro-2H-pyran-2-yl)-9H-purine